[7-[2,4-difluoro-6-[(2R)-2-hydroxypropoxy]phenyl]-6-[(7S)-7-methyl-4,5,6,7-tetrahydropyrazolo[1,5-a]pyrazin-2-yl]thieno[3,2-c]pyridin-4-yl] trifluoromethanesulfonate FC(S(=O)(=O)OC1=NC(=C(C2=C1C=CS2)C2=C(C=C(C=C2OC[C@@H](C)O)F)F)C2=NN1C(CNC[C@@H]1C)=C2)(F)F